FC(F)(F)C=1OC=CN1 Trifluoromethyl-oxazole